S(=O)(=O)(O)C(C(=O)O)(O)CC(=O)O sulfo-malic acid